COC1=CC2=C(OCCN2)C=C1N1N=C(C=2C=NC(=CC21)C=2C=NN1C2N=CC=C1)C(=O)NCCN1CCC(CC1)OC 1-(6-methoxy-3,4-dihydro-2H-benzo[b][1,4]oxazin-7-yl)-N-(2-(4-methoxypiperidin-1-yl)ethyl)-6-(pyrazolo[1,5-a]pyrimidin-3-yl)-1H-pyrazolo[4,3-c]pyridine-3-carboxamide